FC1=C(C#N)C=C(C=C1)OC=1C(=C2C=CN(C2=CC1F)S(=O)(=O)C1=CC=C(C)C=C1)CCCCCO 2-fluoro-5-((6-fluoro-4-(5-hydroxypentyl)-1-tosyl-1H-indol-5-yl)oxy)benzonitrile